ClC(C(O)=N)(Cl)Cl.O=C[C@@H](O)[C@@H](O)[C@H](O)[C@H](O)CO mannose trichloro-acetimidate